1-sulfobutyl-3-allyl-imidazole bisulfate S(O)(O)(=O)=O.S(=O)(=O)(O)C(CCC)C1=NC=CN1CC=C